((2',4'-difluoro-[1,1'-biphenyl]-4-yl) sulfonyl) piperidine-1-carboxylate N1(CCCCC1)C(=O)OS(=O)(=O)C1=CC=C(C=C1)C1=C(C=C(C=C1)F)F